2-methylpropanoic acid (trifluoroacetate) FC(C(=O)O)(F)F.CC(C(=O)O)C